6-methyl-1,6-naphthyridin-6-ium iodide [I-].C[N+]=1C=C2C=CC=NC2=CC1